C1(CC1)C1=CC=2N(C=C1)N=C(N2)CO (7-cyclopropyl-[1,2,4]triazolo[1,5-a]pyridin-2-yl)methanol